benzyl (S)-4-(5-bromo-6-(1-methoxyethyl)pyridin-3-yl)-4-hydroxypiperidine-1-carboxylate BrC=1C=C(C=NC1[C@H](C)OC)C1(CCN(CC1)C(=O)OCC1=CC=CC=C1)O